C1=CC(=CC(=C1)[N+](=O)[O-])N2N=CC=N2 2-(3-nitrophenyl)triazole